NC1=NC(=CC(=N1)N1[C@@H](COCCC1)C1=C(C=C(OCCC(C)(O)C)C=C1)Cl)C |r| (+/-)-4-[4-[4-(2-amino-6-methyl-pyrimidin-4-yl)-1,4-oxazepan-3-yl]-3-chloro-phenoxy]-2-methyl-butan-2-ol